methyl (1R,2S,5S)-3-[(2S)-2-amino-2-cyclohexylacetyl]-6,6-dimethyl-3-azabicyclo[3.1.0]hexane-2-carboxylate, hydrochloride salt Cl.N[C@H](C(=O)N1[C@@H]([C@H]2C([C@H]2C1)(C)C)C(=O)OC)C1CCCCC1